CC=1C=C(OC2=CC=C(C=C2)NC(OCC=2C(=C3C(N(CC3=CC2)C2C(NC(CC2)=O)=O)=O)OC)=O)C=C(C1)C [2-(2,6-dioxopiperidin-3-yl)-4-methoxy-3-oxo-2,3-dihydro-1H-isoindol-5-yl]methyl N-[4-(3,5-dimethylphenoxy)phenyl]carbamate